naphthalen diisocyanate [N-]=C=O.[N-]=C=O.C1=CC=CC2=CC=CC=C12